2,2-diiodo-4-(2-dimethylaminoethyl)-[1,3]-dioxane IC1(OCCC(O1)CCN(C)C)I